OC=1C(=CC2=C(NCC3N(C4=CC=CC=C4C3)C2=O)C1)OC 9-hydroxy-8-methoxy-11,12,12a,13-tetrahydro-6H-benzo[5,6][1,4]diazepino[1,2-a]indol-6-one